1-Carboxy-1-(2,2-diphenylethylamino)cyclopropane C(=O)(O)C1(CC1)NCC(C1=CC=CC=C1)C1=CC=CC=C1